C(C)SC(C(=O)O)C 2-(ETHYLTHIO)PROPANOIC ACID